COCOC1=C(C=CC=C1)C=1N=NC2=CC(=CC=C2C1)C1CC2(CC(C2)C(=O)OC)C1 methyl 6-{3-[2-(methoxymethoxy)phenyl]cinnolin-7-yl}spiro[3.3]heptane-2-carboxylate